FC1=C(CN2[C@@H](CCC2=O)CC(=O)N[C@H](C(SCC=2OC=CC2)=O)C(C)C)C=CC=C1F S-(furan-2-ylmethyl) (S)-2-(2-((S)-1-(2,3-difluorobenzyl)-5-oxopyrrolidin-2-yl)acetamido)-3-methylbutanethioate